FC1(CN(CCC1N1CCN(CC1)C1=C(C=C(C=C1)O)F)C(=O)OC(C)(C)C)F tert-butyl 3,3-difluoro-4-[4-(2-fluoro-4-hydroxy-phenyl)piperazin-1-yl]piperidine-1-carboxylate